NCC(CN1N=NN(C1=O)C1=CC=C(C=C1)C1=CC=C(C=C1)N1CCNCC1)=C(F)F 1-[2-(aminomethyl)-3,3-difluoro-allyl]-4-[4-(4-piperazin-1-ylphenyl)phenyl]tetrazol-5-one